(3,5-dimethylphenyl)pyrrolidine CC=1C=C(C=C(C1)C)N1CCCC1